FC=1C=C2C(NN=C(C2=CC1F)[C@H](C)N(C(=O)C=1NC2=CC(=CC=C2C1)F)C)=O (S)-N-(1-(6,7-difluoro-4-oxo-3,4-dihydrophthalazin-1-yl)ethyl)-6-fluoro-N-methyl-1H-indole-2-carboxamide